C(C)(=O)O[C@@H]1COCC[C@H]1NC1=NN2C(C=N1)=C(C(=C2C(C(F)(F)F)C)I)Cl (3S,4R)-4-{[5-chloro-6-iodo-7-(1,1,1-trifluoropropan-2-yl)pyrrolo[2,1-f][1,2,4]triazin-2-yl]amino}oxan-3-yl acetate